BrC1=CC=C(N=N1)[C@@H](C)N[S@](=O)C(C)(C)C (R)-N-((R)-1-(6-bromopyridazin-3-yl)ethyl)-2-methylpropane-2-sulfinamide